(3-chloro-1H-pyrrolo[2,3-b]pyridin-5-yl)methylamine dihydrochloride Cl.Cl.ClC1=CNC2=NC=C(C=C21)CN